2-[trans-2-(6-Chloropyridin-3-yl)cyclopropyl]-1-[6,7-dimethyl-4-(methylamino)-1,3-dihydro-2H-pyrrolo[3,4-c]pyridin-2-yl]ethanon ClC1=CC=C(C=N1)[C@H]1[C@@H](C1)CC(=O)N1CC=2C(=NC(=C(C2C1)C)C)NC